FC1(CC(C1)CN1N=C(C(=C1C(=O)NC1=CC(=NC=C1)C(=O)N)C)OC(F)(F)F)F 4-{1-[(3,3-difluorocyclobutyl)methyl]-4-methyl-3-(trifluoromethoxy)-1H-pyrazole-5-amido}pyridine-2-carboxamide